tripropylchloroacetic acid C(CC)OC(C(Cl)(CCC)CCC)=O